ClC=1C=C(C=CC1)CC(=O)N1C[C@@]2([C@@H]([C@H]([C@H]([C@H](O2)CO)O)N2N=NC(=C2)C2=CC(=C(C(=C2)F)F)F)O)CCC1 2-(3-chlorophenyl)-1-((2R,3R,4S-5R,6R)-3,5-dihydroxy-2-(hydroxymethyl)-4-(4-(3,4,5-trifluorophenyl)-1H-1,2,3-triazole-1-yl)-1-oxa-8-azaspiro[5.5]undecane-8-yl)ethanone